CC(C(=C=O)C)[Si](C)(C)C methyl-(trimethylsilyl)dimethylketene